N1=NN(C2=NC=CC=C21)C2=CC=C(C(=O)N([C@H]1CNCCC1)C1=NC=CC=C1Cl)C=C2 R-4-(3H-[1,2,3]triazolo[4,5-b]pyridin-3-yl)-N-(3-chloropyridin-2-yl)-N-(piperidin-3-yl)benzamide